(4-(((1-(tert-butoxycarbonyl)piperidin-4-yl)methyl)(methyl)carbamoyl)phenyl)boronic acid C(C)(C)(C)OC(=O)N1CCC(CC1)CN(C(=O)C1=CC=C(C=C1)B(O)O)C